7-diethylamino-coumarin-3-carboxylic acid C(C)N(C1=CC=C2C=C(C(OC2=C1)=O)C(=O)O)CC